8-(4-(4-((3-(4-(4-(2,4-dioxotetra-hydropyrimidin-1(2H)-yl)phenyl)piperazin-1-yl)azetidin-1-yl)methyl)-piperidine-1-carbonyl)-phenyl)-3-methyl-2,8-diazaspiro[4.5]decan O=C1N(CCC(N1)=O)C1=CC=C(C=C1)N1CCN(CC1)C1CN(C1)CC1CCN(CC1)C(=O)C1=CC=C(C=C1)N1CCC2(CC(NC2)C)CC1